sodium bismuth lead silicate [Si]([O-])([O-])([O-])[O-].[Pb+2].[Bi+3].[Na+]